D-aspartic acid dibenzyl ester C(C1=CC=CC=C1)OC([C@H](N)CC(=O)OCC1=CC=CC=C1)=O